FC(C(=O)O)(F)F.C[Si](C=1C=CC(=NC1)N)(C)C 5-(trimethylsilyl)pyridin-2-amine 2,2,2-trifluoroacetate salt